FC1=CC=C(COC2=CC=C(C=C2)NC2=NC=NC3=CC=C4C(=C23)OCCN4)C=C1 N-(4-(4-fluorobenzyloxy)phenyl)-3,4-dihydro-2H-[1,4]oxazino[2,3-f]quinazolin-10-amine